CN(/C=C/C(=O)C1=CC2=CC=C(C=C2C=C1)OC)C (E)-3-(dimethylamino)-1-(6-methoxynaphthalen-2-yl)-2-propen-1-one